chloro-5-((2-(2-((1-(difluoromethyl)-5-fluoro-1H-indazol-6-yl)amino)ethyl)-2-azaspiro[3.3]heptan-6-yl)oxy)-2-methylisoquinolin-1(2H)-one ClC=1N(C(C2=CC=CC(=C2C1)OC1CC2(CN(C2)CCNC2=C(C=C3C=NN(C3=C2)C(F)F)F)C1)=O)C